C(C)(C)(C)OC(CCN1N=C(C=C1C1=NC(=NO1)C1(CC1)C1=C(C=CC=C1)C)C(F)(F)F)=O.FC=1C=C(C=C(C1F)F)Br 3,4,5-trifluorobromobenzene tert-butyl-3-(5-(3-(1-(o-tolyl)cyclopropyl)-1,2,4-oxadiazol-5-yl)-3-(trifluoromethyl)-1H-pyrazol-1-yl)propanoate